NC1=CC(=C(C=C1)S(=O)(=O)O)C 4-Amino-2-methylbenzenesulfonic acid